1-(((benzyloxycarbonyl)amino)cyclopropyl)methanesulfonic acid methyl ester COS(=O)(=O)CC1(CC1)NC(=O)OCC1=CC=CC=C1